17α-hydroxy-4-androsten-3-one O[C@H]1[C@]2(C)[C@@H](CC1)[C@@H]1CCC3=CC(CC[C@]3(C)[C@H]1CC2)=O